(S)-3,3,5-Trimethylpyrrolidin-2-on CC1(C(N[C@H](C1)C)=O)C